C1(CC1)C1=C(C(=O)OC)C=C(C(=C1)CN1CCC2(CN(C(N2)=O)C2=CC=C(C=C2)C(NCCCS(N)(=O)=O)=O)CC1)OCC methyl 2-cyclopropyl-5-ethoxy-4-((2-oxo-3-(4-((3-sulfamoylpropyl)carbamoyl)phenyl)-1,3,8-triazaspiro[4.5]decan-8-yl)methyl)benzoate